[Si](C)(C)(C(C)(C)C)OC[C@H](NC(=O)C=1N=C(SC1)N1CCC(CC1)COC(NCCCOC)=O)C(=O)OC Methyl O-(tert-butyldimethylsilyl)-N-(2-(4-((((3-methoxypropyl)carbamoyl)oxy)methyl)piperidin-1-yl)thiazole-4-carbonyl)-L-serinate